ClC1=C(N=CC=2N\C(\C(N=C(C21)C2=C(C=CC=C2F)F)C)=N/C(CC)O)C(F)(F)F ((Z)-[6-chloro-5-(2,6-difluorophenyl)-3-methyl-7-(trifluoromethyl)-1,3-dihydropyrido[3,4-e][1,4]diazepin-2-ylidene]amino)propan-1-ol